4-(1H-pyrazol-1-yl)benzoic acid N1(N=CC=C1)C1=CC=C(C(=O)O)C=C1